3-(2H-benzo[d][1,2,3]triazol-2-yl)-4-hydroxyphenethyl methacrylate C(C(=C)C)(=O)OCCC1=CC(=C(C=C1)O)N1N=C2C(=N1)C=CC=C2